4-(3-azabicyclo[3.1.0]hexan-3-yl)-N-((1S,2R)-2-(6-fluoro-2,3-dimethylphenyl)-1-(5-oxo-4,5-dihydro-1,3,4-oxadi-azol-2-yl)propyl)piperidine-1-sulfonamide C12CN(CC2C1)C1CCN(CC1)S(=O)(=O)N[C@@H]([C@H](C)C1=C(C(=CC=C1F)C)C)C=1OC(NN1)=O